CNS(=O)(=O)C1=CC=C2NC=C(CCN(C)C)C2=C1 5-methylaminosulfonyl-N,N-dimethyltryptamine